6-[4-[(tert-butyldimethylsilyl)oxy]cyclohexyl]pyridin-3-amine [Si](C)(C)(C(C)(C)C)OC1CCC(CC1)C1=CC=C(C=N1)N